C1(=CC=CC=C1)C(CCNC1=CC=CC=C1)=C N-(3-phenylbut-3-en-1-yl)aniline